4-fluoro-2'-hydroxy-4'-methoxy-5'-(ethylpiperazin-1-yl)methyl-chalcone FC1=CC=C(C=C1)\C=C\C(=O)C1=C(C=C(C(=C1)CN1C(CNCC1)CC)OC)O